FC=1C=C(C=C2N=C(N(C2=O)C)C(=O)O)C=C(C1O)OC 4-(3-fluoro-4-hydroxy-5-methoxybenzylidene)-1-methyl-5-oxo-4,5-dihydro-1H-imidazole-2-carboxylic acid